FC(C(=O)O)(F)F.COC(C1=C(C=CC=C1)C1CN(C1)C1=NC=CC(=N1)C1=NC=CC(=N1)C#CC=1C=C2C=NNC2=CC1)=O (1-(4-((1H-indazol-5-yl)ethynyl)-[2,4'-bipyrimidinyl]-2'-yl)azetidin-3-yl)benzoic acid methyl ester trifluoroacetate